2-(3,4-dimethoxyphenyl)-6-(4-(4-isopropylpiperazin-1-yl)phenyl)-1-methyl-4-(1-(oxetan-3-yl)piperidin-4-yl)-1H-benzo[d]imidazole COC=1C=C(C=CC1OC)C1=NC2=C(N1C)C=C(C=C2C2CCN(CC2)C2COC2)C2=CC=C(C=C2)N2CCN(CC2)C(C)C